ClC1=C(N=NC(=C1)C1=C(C=CC=C1F)F)C(=O)OC Methyl 4-chloro-6-(2,6-difluorophenyl)pyridazine-3-carboxylate